4-(2-(4-(2-acetyl-5-chlorophenyl)-5-methoxy-2-oxopyridin-1(2H)-yl)-3-(2-chlorophenyl)propionylamino)benzoic acid methyl ester COC(C1=CC=C(C=C1)NC(C(CC1=C(C=CC=C1)Cl)N1C(C=C(C(=C1)OC)C1=C(C=CC(=C1)Cl)C(C)=O)=O)=O)=O